7-methyl-4-(p-tolyl)-3,4-dihydronaphthalen-1(2H)-one CC1=CC=C2C(CCC(C2=C1)=O)C1=CC=C(C=C1)C